N[C@@H]1[C@@H]2CC[C@H](C1)N2C(=O)C=2C=CC(=C(C2)C2=CC(=C(C=C2)C#N)F)C2=CC1=C(N(N=N1)C)C(=C2F)F |o1:1,2,5| 5'-((1S,2S,4R)-Rel-2-amino-7-azabicyclo[2.2.1]heptan-7-carbonyl)-2'-(6,7-difluoro-1-methyl-1H-benzo[d][1,2,3]triazol-5-yl)-3-fluoro-[1,1'-biphenyl]-4-carbonitril